C(C)(C)(C)C(C(=O)OO)C(C)(C)C.C(CC(C)(C)C)(=O)OOC(C)(C)C tert-butyl peroxyneohexanoate (tert-butyl peroxyneohexanoate)